COC1=CC(=CC(=C1O)C2=C(C(=CC(=C2)C=O)OC)O)C=O dehydrovanillin